C(C)OC(=O)C1=NC=C(C=C1)C(=O)OCC pyridine-2,5-dicarboxylic acid diethyl ester